N-(4-(4-Methylpiperazin-1-yl)phenyl)-4-((6-methylpyridin-3-yl)amino)-2-oxo-1,2-dihydropyridine-3-carboxamide CN1CCN(CC1)C1=CC=C(C=C1)NC(=O)C=1C(NC=CC1NC=1C=NC(=CC1)C)=O